NC1=CC=C(C=N1)N[C@@H]1C[C@@H](N(C2=CC=CC=C12)C(CC)=O)C |o1:8,10| 1-((2S*,4R*)-4-((6-aminopyridin-3-yl)amino)-2-methyl-3,4-dihydro-quinolin-1(2H)-yl)propan-1-one